N1[C@@H](CCC1)C(=O)N[C@@H](CC(=O)O)C(=O)O L-prolyl-L-aspartic acid